2'-chloro-N-(6-(4-hydroxy-4-methylcyclohexyl)thiazolo[4,5-b]pyrazin-2-yl)-5'-methoxy-6-methyl-[4,4'-bipyridine]-3-carboxamide ClC1=NC=C(C(=C1)C1=C(C=NC(=C1)C)C(=O)NC=1SC=2C(=NC=C(N2)C2CCC(CC2)(C)O)N1)OC